6-(2,6-dichloro-4-nitrophenoxy)-1-isopropyl-2-methoxy-1H-benzo[d]imidazole ClC1=C(OC=2C=CC3=C(N(C(=N3)OC)C(C)C)C2)C(=CC(=C1)[N+](=O)[O-])Cl